tert-butyl 6-(4-cyclopropyl-3-(2-(trifluoromethyl)phenyl)-1H-pyrazol-1-yl)-2-azaspiro[3.3]heptane-2-carboxylate C1(CC1)C=1C(=NN(C1)C1CC2(CN(C2)C(=O)OC(C)(C)C)C1)C1=C(C=CC=C1)C(F)(F)F